C(#N)C1=C(C=CC=C1C1=CC2=C(OCCO2)C=C1)NC(=O)C=1SC=2CN(CCC2N1)C(=O)OC(C)(C)C tert-butyl 2-({[2-cyano-3-(2,3-dihydro-1,4-benzodioxin-6-yl)phenyl]amino}carbonyl)-6,7-dihydro[1,3]thiazolo[5,4-c]pyridine-5(4H)-carboxylate